Salicylic acid 2-hydroxyethyl ester OCCOC(C=1C(O)=CC=CC1)=O